N[S@](=NC(CC=1C(=C2COCC2=CC1C(C)C)CC)=O)(=O)C1=CN=C(S1)C(C)(C)O (R)-N-(amino(2-(2-hydroxypropan-2-yl)thiazol-5-yl)(oxo)-λ6-sulfaneylidene)-2-(4-ethyl-6-isopropyl-1,3-dihydroisobenzofuran-5-yl)acetamide